[O-][N+]=1NN=C2C1C=CC=C2.[NH4+] ammonium 1-oxidobenzotriazole